5-CYANO-FURAN-2-CARBOXYLIC ACID C(#N)C1=CC=C(O1)C(=O)O